BrC1=CC=C(C=C1)N1C(NC2(C1=O)CCN(CC2)C(=O)OC(C)(C)C)=O tert-butyl 3-(p-bromophenyl)-2,4-dioxo-1,3,8-triaza-8-spiro[4.5]decanecarboxylate